C(C)(C)(C)OC(=O)N1C(CN(CC1)C(=O)OC(C)(C)C)C(=O)N1CCOCC1 2-(Morpholine-4-carbonyl)piperazine-1,4-dicarboxylic acid di-tert-butyl ester